BrC1=CC2=NC(=C3C(=C2S1)N(C(=N3)CCCC)CC3CCN(CC3)CCOC)NC(C)(C)C 7-bromo-2-butyl-1-{[1-(2-methoxyethyl)hexahydropyridin-4-yl]methyl}-4-(tert-butylamino)thieno[3,2-b]imidazo[4,5-d]pyridine